ClC=1C=NC(=C(C(=O)NC2CCC(CC2)CN2C(N(C3=C2C=CC=C3)C3=C(C=C(C=C3)C)CO)=O)C1)C 5-chloro-N-((1r,4r)-4-((3-(2-(hydroxymethyl)-4-methyl-phenyl)-2-oxo-2,3-dihydro-1H-benzo[d]imidazol-1-yl)methyl)cyclohexyl)-2-methylnicotinamide